CC1NC2=C(C=CC=C2C(C1)=O)C 2,8-dimethyl-2,3-dihydro-1H-quinolin-4-one